3-methoxybenzoylamino-methyl-piperidine-1-carboxylic acid tert-butyl ester C(C)(C)(C)OC(=O)N1C(CCCC1)(C)NC(C1=CC(=CC=C1)OC)=O